BrC=1C(=CC=C2C(=CNC12)C1=NC(=NC=C1C(F)(F)F)N[C@@H]1C[C@H](CC1)NCCCCNC)C(=O)O 7-bromo-3-(2-(((1S,3S)-3-((4-(methylamino)butyl)amino)cyclopentyl)amino)-5-(trifluoromethyl)pyrimidin-4-yl)-1H-indole-6-carboxylic acid